4-amino-1-[(2R,3S,4R,5R)-5-(azidomethyl)-3-fluoro-4-hydroxy-5-(hydroxymethyl)oxolan-2-yl]-5-fluoropyrimidin-2-one NC1=NC(N(C=C1F)[C@@H]1O[C@@]([C@H]([C@@H]1F)O)(CO)CN=[N+]=[N-])=O